[N+](=O)([O-])C=1C=C(C(=O)N2CCN(CC2)CC(=O)N2CCCC23C(NC2=CC=CC=C2C3)=O)C=CC1 1-(2-(4-(3-nitrobenzoyl)piperazin-1-yl)acetyl)-1',4'-dihydro-2'H-spiro[pyrrolidine-2,3'-quinoline]-2'-one